6-(Z)-(1'-methyl-4-hydroxy-3-methylbut-2-en-1-ylamino)purine mesylate S(C)(=O)(=O)O.CC(\C=C(/CO)\C)NC1=C2NC=NC2=NC=N1